(2R,7aS)-1-pyrroline N1=CCCC1